CC1=CC(=NC=C1B1OC(C(O1)(C)C)(C)C)C(=O)OC methyl 4-methyl-5-(4,4,5,5-tetramethyl-1,3,2-dioxaborolan-2-yl)pyridine-2-carboxylate